Br.OC=1C=C(C=CC1O)CCN 2-(3,4-dihydroxyphenyl)ethylamine hydrobromide